CC1(OC=2C=C(C=C(C2[C@H]2[C@H]1CC=C([C@@H]2O)C)O)CCCCC)C (6Ar,10R,10aR)-6,6,9-trimethyl-3-pentyl-6a,7,10,10a-tetrahydrobenzo[c]chromene-1,10-diol